2-methyl-1-[4-(methylthio)phenyl]ethanone CCC(=O)C1=CC=C(C=C1)SC